CN1C=NC2=C1C=C(C(=C2)C2=CC=CN1C(=CC=C21)C(=O)NCCCC2=C(C(=C(C(=C2F)F)S(=O)C)F)F)C(F)(F)F 8-(1-methyl-6-(trifluoromethyl)-1H-benzo[d]imidazol-5-yl)-N-(3-(2,3,5,6-tetrafluoro-4-(methyl-sulfinyl)phenyl)propyl)indolizine-3-carboxamide